tris(benzotriazol-1-ylmethyl)amine N1(N=NC2=C1C=CC=C2)CN(CN2N=NC1=C2C=CC=C1)CN1N=NC2=C1C=CC=C2